(S)-1-(2-(piperidin-2-yl)benzyl)-2-thioxo-1,2,3,5-tetrahydro-4H-pyrrolo[3,2-d]pyrimidin-4-one N1[C@@H](CCCC1)C1=C(CN2C(NC(C3=C2C=CN3)=O)=S)C=CC=C1